C1=CN2C(C=NC=3C=CC(N1C23)=O)=O 8H-2a,5,8a-triazaacenaphthylene-3,8-dione